2-(2-propenyl)-5,6,7,8-tetrahydro-10H-oxazolo[5,4-d]pyrido[1,2-a]pyrimidin-10-one C(C=C)C=1OC=2N=C3N(C(C2N1)=O)CCCC3